5-(4-isopropoxy-phenoxy)-4-methoxy-pyridine-2-carbonitrile C(C)(C)OC1=CC=C(OC=2C(=CC(=NC2)C#N)OC)C=C1